2,6-dimethoxy-4-(6-methyl-7-oxo-6,7-dihydro-1H-pyrazolo[3,4-C]pyridin-4-yl)benzaldehyde COC1=C(C=O)C(=CC(=C1)C=1C2=C(C(N(C1)C)=O)NN=C2)OC